CCCCCCCCCCCCCCC(=O)OC[C@H](COP(=O)(O)OC[C@@H](C(=O)O)N)OC(=O)CCCCCCC/C=C\CCCC 1-pentadecanoyl-2-(9Z-tetradecenoyl)-glycero-3-phosphoserine